C(C1=CC=CC=C1)NC(C(C(=O)N[C@@H](CC1=CC=CC=C1)OB(O)O)C)=O ((1R)-1-(3-(benzylamino)-2-methyl-3-oxopropionamido)-2-phenylethyl)boric acid